Benzyl-2-O-p-methoxybenzyl-3,4-di-O-benzyl-6-levulinyl-α-D-galactopyranose C(C1=CC=CC=C1)[C@@]1(O)[C@H](OCC2=CC=C(C=C2)OC)[C@@H](OCC2=CC=CC=C2)[C@@H](OCC2=CC=CC=C2)[C@H](O1)C(O)C(CCC(=O)C)=O